NC1=NOC2=C1C=CC(=C2)C(=O)OC Methyl 3-aminobenzo[d]isoxazole-6-carboxylate